C1(CC1)N1N=CC(=C1)[C@H]1CN(C[C@H](O1)C)C1=NC(=C(C(=N1)C(=O)OCC)C1OCCO1)C=1C=NC(=CC1)C(F)(F)F ethyl 2-[(2S,6R)-2-(1-cyclopropylpyrazol-4-yl)-6-methyl-morpholin-4-yl]-5-(1,3-dioxolan-2-yl)-6-[6-(trifluoromethyl)-3-pyridyl]pyrimidine-4-carboxylate